monoethyl monoethyl ether C(C)OCC